C[C@@H](C1=CC=CC=C1)O S-1-phenylethanol